[(4S)-4-ethyl-1-[(1R)-1-[(1R,2R)-2-[(6-fluoro-2,2-dimethyl-chroman-4-yl)carbamoyl]cyclopropyl]-3-methoxy-propyl]-4-methyl-6-oxo-hexahydropyrimidin-2-ylidene]ammonium C(C)[C@@]1(NC(N(C(C1)=O)[C@H](CCOC)[C@H]1[C@@H](C1)C(NC1CC(OC2=CC=C(C=C12)F)(C)C)=O)=[NH2+])C